CCCC\C=C\CCCC E-5-decene